6-((benzo[d]oxazol-2-ylmethyl)thio)-1-isopropyl-1,5-dihydro-4H-pyrazolo[3,4-d]pyrimidin-4-one O1C(=NC2=C1C=CC=C2)CSC=2NC(C1=C(N2)N(N=C1)C(C)C)=O